C(C)[NH3+] monoethyl-ammonium